BrC1=CC=2N(C=C1C)N=C(C2N(C=2SC(=C(N2)C2=CC=C(C=C2)F)C#N)C)C2CC2 2-((5-bromo-2-cyclopropyl-6-methylpyrazolo[1,5-a]pyridin-3-yl)(methyl)amino)-4-(4-fluorophenyl)thiazole-5-carbonitrile